O=C(CCOCCOCCOCCOCCOCCOCCOCCOCCOCC)NCCCC(=O)O 30-oxo-3,6,9,12,15,18,21,24,27-nonaoxa-31-azapentatriacontan-35-oic acid